C(C)(C)(C)OC(=O)N1C(=CC2=CC=CC(=C12)C=1N=NN(C1)C=1C=CC=C2C=CC(OC12)=O)CC1=CC=C(C=C1)Cl (4-chlorobenzyl)-7-(1-(2-oxo-2H-chromen-8-yl)-1H-1,2,3-triazol-4-yl)-1H-indole-1-carboxylic acid tert-butyl ester